cesium bis(trimethylsilyl)amide C[Si](C)(C)[N-][Si](C)(C)C.[Cs+]